OC(C)C1CC(C1)C(=O)[O-] 3-(1-hydroxyethyl)cyclobutanecarboxylate